N1(N=CC=C1)CC1=CC(=NC=C1)C(=O)N[C@@H]1C(N(C2=C(OC1)C=CC(=C2)C#CC2(COC2)O)C)=O (S)-4-((1H-pyrazol-1-yl)methyl)-N-(7-((3-hydroxyoxetan-3-yl)ethynyl)-5-methyl-4-oxo-2,3,4,5-tetrahydrobenzo[b][1,4]oxazepin-3-yl)picolinamide